[C@@H]1([C@H](O)[C@@H](O)[C@H](O)[C@H](O1)CO)OC1=NNC(=C1CC1=CC=C(C=C1)OC(C)C)C 3-(β-D-glucopyranosyloxy)-4-[(4-isopropoxyphenyl)methyl]-5-methyl-1H-pyrazole